(3-amino-6-methoxypyridin-2-yl)methanol NC=1C(=NC(=CC1)OC)CO